BrC1=CC(=NC=C1)N[C@H](C(=O)O)CCN(CCCCC1=NC=2NCCCC2C=C1)C[C@@H](C)OC (S)-2-((4-bromopyridin-2-yl)amino)-4-(((R)-2-methoxypropyl)(4-(5,6,7,8-tetrahydro-1,8-naphthyridin-2-yl)butyl)amino)butanoic acid